Cl.C1=CC=CC=2[C@@]34CC(CC[C@H]3[C@@H](CC12)NCC4)=O morphinan-6-one hydrochloride salt